(Z)-5-(methoxymethylene)-2-azabicyclo[2.2.1]heptane-2-carboxylic acid tert-butyl ester C(C)(C)(C)OC(=O)N1C2C/C(/C(C1)C2)=C/OC